C(C)(C)(C)OC(=O)N(C(OC(C)(C)C)=O)C[C@@H]1C[C@H](C1)N1N=C(C(=C1)C1=CC=C2C(=N1)N(C=C2)C(C)C)C2CC2 tert-butyl (tert-butoxycarbonyl)((trans-3-(3-cyclopropyl-4-(1-isopropyl-1H-pyrrolo[2,3-b]pyridin-6-yl)-1H-pyrazol-1-yl)cyclobutyl)methyl)carbamate